1-(4-(2-(3-(4-(tert-butyl)piperazin-1-yl)-4-chlorophenyl)-3-hydroxy-6-methylpyridin-4-yl)-2-chlorophenyl)-3-methyl-1,3-dihydro-2H-imidazol-2-one C(C)(C)(C)N1CCN(CC1)C=1C=C(C=CC1Cl)C1=NC(=CC(=C1O)C1=CC(=C(C=C1)N1C(N(C=C1)C)=O)Cl)C